N-(4-isopropylbenzyl)-2,4,6-trimethyl-N-(4-((2-(pyrrolidin-1-yl)pyrimidin-4-yl)amino)phenyl)benzenesulfonamide C(C)(C)C1=CC=C(CN(S(=O)(=O)C2=C(C=C(C=C2C)C)C)C2=CC=C(C=C2)NC2=NC(=NC=C2)N2CCCC2)C=C1